NC1=C(C2=C(N=C(N=C2)C(F)(F)F)N1C1=C(C(=CC=C1C)OC)C)C#N 6-amino-7-(3-methoxy-2,6-dimethylphenyl)-2-(trifluoromethyl)-7H-pyrrolo[2,3-d]pyrimidine-5-carbonitrile